C(C)(C)(C)C=1C=C(C(=O)OC2=C(C=C(C=C2)C(C)(C)CC)C(C)(C)CC)C=C(C1O)C(C)(C)C 2,4-di-t-amylphenyl 3,5-di-t-butyl-4-hydroxybenzoate